(S)-(4-aminophenyl)(3-fluoropyrrolidin-1-yl)methanone NC1=CC=C(C=C1)C(=O)N1C[C@H](CC1)F